4-aminomethyl-6,7-dimethyl-1,3,3a,4-tetrahydro-pyrrolo[3,4-c]pyridine-2-carboxylic acid tert-butyl ester C(C)(C)(C)OC(=O)N1CC2C(N=C(C(=C2C1)C)C)CN